palladium(II) trifluoromethanesulfonate FC(S(=O)(=O)[O-])(F)F.[Pd+2].FC(S(=O)(=O)[O-])(F)F